2-Methyl-5-[2-(piperidin-4-yl)imidazo[2,1-b][1,3,4]thiadiazol-6-yl]-2H-indazol-7-carbonitril CN1N=C2C(=CC(=CC2=C1)C=1N=C2SC(=NN2C1)C1CCNCC1)C#N